dibromotetrafluorocyclopropane BrC1(C(C1(F)F)(F)F)Br